C(C)OC(C(C)NC(=O)C1=CC(=NN1C1CCCCC1)C1CCCCC1)=O 2-(1,3-dicyclohexyl-1H-pyrazole-5-carboxamido)propionic acid ethyl ester